8-(1-(difluoromethyl)-1H-1,2,3-triazol-4-yl)-2-fluoro-8-methyl-7,8-dihydro-6H-cyclopenta[e]pyrazolo[1,5-a]pyrimidine-6-carboxylic acid FC(N1N=NC(=C1)C1(CC(C=2C=NC=3N(C21)N=C(C3)F)C(=O)O)C)F